N-tert-butyl-5-[(1S,5R)-3-(2-chloro-4-fluoro-benzoyl)-3,8-diazabicyclo[3.2.1]octan-8-yl]imidazo[1,5-a]pyridine-7-sulfonamide C(C)(C)(C)NS(=O)(=O)C1=CC=2N(C(=C1)N1[C@@H]3CN(C[C@H]1CC3)C(C3=C(C=C(C=C3)F)Cl)=O)C=NC2